ethylbenzothiazoline-6-sulfonic acid CCC1=NC2=C(S1)C=C(C=C2)S(=O)(=O)O